1,7-bis(4-(hydroxymethyl)-3-methoxyphenyl)heptane-3,5-dione OCC1=C(C=C(C=C1)CCC(CC(CCC1=CC(=C(C=C1)CO)OC)=O)=O)OC